O.C(CC(O)(C(=O)[O-])CC(=O)[O-])(=O)[O-].[K+].[K+].[K+] Potassium Citrate Hydrate